Anti-N-[4-(4-methyl-2-phenylpiperazine-1-carbonyl)-3-(3-methylpyrazol-1-yl)phenyl]cyclopropanecarboxamide CN1CC(N(CC1)C(=O)C1=C(C=C(C=C1)NC(=O)C1CC1)N1N=C(C=C1)C)C1=CC=CC=C1